O=S1(N(CC(N1)=O)C1=C(C=C(C(=O)NC2CCNCC2)C=C1O)F)=O 4-(1,1-dioxido-4-oxo-1,2,5-thiadiazolidin-2-yl)-3-fluoro-5-hydroxy-N-(piperidin-4-yl)benzamide